2,4-dihydroxy-5-(3-methylbut-1-en-1-yl)benzaldehyde OC1=C(C=O)C=C(C(=C1)O)C=CC(C)C